C(C)OC(=C)C1=NNC(C2=CC=CC=C12)=O 4-(1-ethoxyvinyl)-2H-phthalazin-1-one